(E)-1,3-dipropyl-8-(3,4-dimethoxystyryl)-7-methylxanthine C(CC)N1C(=O)N(C=2N=C(N(C2C1=O)C)\C=C\C1=CC(=C(C=C1)OC)OC)CCC